ClC1=NC=NC(=C1F)N1CC(C1)O 4-chloro-5-fluoro-6-(3-hydroxyazetidin-1-yl)pyrimidine